5,10-bis(2,6-dimethylphenyl)-7H-benzo[c]carbazole CC1=C(C(=CC=C1)C)C1=CC=2NC=3C=CC(=CC3C2C2=C1C=CC=C2)C2=C(C=CC=C2C)C